CS(=O)OC[C@]1(CN(CC1)C(C)(C)C=1C=NC(=CC1)C)CCC1=CC=C(C=C1)C#N ((R)-3-(4-cyanophenethyl)-1-(2-(6-methylpyridin-3-yl)propan-2-yl)pyrrolidin-3-yl)methyl methanesulfinate